tert-butyl N-[4-(3-aminopyrazol-1-yl)-2-fluoro-phenyl]-N-methylcarbamate NC1=NN(C=C1)C1=CC(=C(C=C1)N(C(OC(C)(C)C)=O)C)F